(2S)-4-(9-bromo-2-methylsulfanyl-5,6-dihydrobenzo[h]quinazolin-4-yl)-2-(cyanomethyl)piperazine-1-carboxylic acid tert-butyl ester C(C)(C)(C)OC(=O)N1[C@H](CN(CC1)C1=NC(=NC=2C3=C(CCC12)C=CC(=C3)Br)SC)CC#N